C(C)(C)(C)OC(=O)N(C1=CC(=C(C(=N1)Cl)Cl)B(O)O)C (6-((tert-butoxycarbonyl)(methyl)amino)-2,3-dichloropyridin-4-yl)boronic acid